C(C)(C)C1=C(NC2=CC=C(C=C12)C1CCC(CC1)C(=O)N1CCCCC1)C=1C=C(C=2N(C1)N=CN2)C (4-(3-Isopropyl-2-(8-methyl-[1,2,4]triazolo[1,5-a]pyridin-6-yl)-1H-indol-5-yl)cyclohexyl)(piperidin-1-yl)methanon